FCC1(CCNCC1)NC(OC(C)(C)C)=O tert-butyl (4-(fluoromethyl)piperidin-4-yl)carbamate